3-(3-bromophenyl)-2-phenylbenzofuran BrC=1C=C(C=CC1)C1=C(OC2=C1C=CC=C2)C2=CC=CC=C2